ClC=1C=C(C=C(C1OCCCl)C#N)C(C)(C)C1=CC=C(OCC2CC(C2)NC(OC(C)(C)C)=O)C=C1 tert-butyl ((1r,3r)-3-((4-(2-(3-chloro-4-(2-chloroethoxy)-5-cyanophenyl)propan-2-yl)phenoxy)methyl)cyclobutyl)carbamate